7-(4-fluorobenzoyl)-8-methyl-3-(3-methyl-1,2,4-thiadiazol-5-yl)-5,6,7,8-tetrahydroimidazo[1,5-a]pyrazin-1-ylazetidin-2-one FC1=CC=C(C(=O)N2C(C=3N(CC2)C(=NC3N3C(CC3)=O)C3=NC(=NS3)C)C)C=C1